CO[Si](CCCC(C(=O)O)CC(=O)O)(OC)OC 2-[3-(trimethoxysilyl)propyl]succinic acid